N1C=NC=2N=NC=3C=CC=CC3C21 1H-imidazo[4,5-c]cinnolin